C(C)(=O)OCC=1C(=NC=CC1B1OC(C(O1)(C)C)(C)C)N1C(C2=CC=3CC(CC3N2CC1)(C)C)=O (2-{4,4-dimethyl-9-oxo-1,10-diazatricyclo[6.4.0.02,6]dodeca-2(6),7-dien-10-yl}-4-(4,4,5,5-tetramethyl-1,3,2-dioxaborolan-2-yl)pyridin-3-yl)methyl acetate